Amino-propylamin NNCCC